ClC1=CNC2=C(C=CC(=C12)Cl)NS(=O)(=O)C=1C=NN(C1)C(CO)CO N-(3,4-dichloro-1H-indol-7-yl)-1-[2-hydroxy-1-(hydroxymethyl)ethyl]pyrazole-4-sulfonamide